C(C)(C)(C)[Si](C)(C)OCCC=1SC(=CC1)F tert-butyl-(2-(5-fluorothiophen-2-yl)ethoxy)dimethylsilane